ClC=1C=C2C(=C3C1NC(NC31CCCCC1)=O)OC(=N2)CN2C[C@@H](CC2)C(C)(C)O 5-chloro-2-{[(3R)-3-(2-hydroxypropan-2-yl)pyrrolidin-1-yl]methyl}-7,8-dihydro-6H-spiro[[1,3]oxazolo[5,4-f]quinazoline-9,1'-cyclohexan]-7-one